(R)-2-(5-(5-(1-(3,5-dichloropyridin-4-yl)ethoxy)-1H-indazol-3-yl)pyridin-2-yl)-8-oxa-2,5-diazaspiro[3.5]nonane ClC=1C=NC=C(C1[C@@H](C)OC=1C=C2C(=NNC2=CC1)C=1C=CC(=NC1)N1CC2(C1)NCCOC2)Cl